7-cyclobutoxy-N-(1-cyclopropyl-2-oxo-1,2-dihydropyridin-3-yl)-2-((1S,4R)-1-methyl-2-oxabicyclo[2.2.1]heptan-4-yl)imidazo[1,2-a]pyrimidine-6-carboxamide C1(CCC1)OC1=NC=2N(C=C1C(=O)NC=1C(N(C=CC1)C1CC1)=O)C=C(N2)[C@@]21CO[C@@](CC2)(C1)C